OC[C@@H]1N(C[C@@H]([C@H]([C@@H]1O)O)O)C[C@@H]1CN(CC1)C1=C(C=CC=C1)C(F)(F)F (2S,3R,4R,5S)-2-(hydroxymethyl)-1-(((R)-1-(2-(trifluoromethyl)phenyl)pyrrolidin-3-yl)methyl)piperidine-3,4,5-triol